2-[4-fluoro-1-oxo-6-(4,4,5,5-tetramethyl-1,3,2-dioxaborolan-2-yl)-2,3-dihydro-1H-isoindol-2-yl]acetic acid tert-butyl ester C(C)(C)(C)OC(CN1C(C2=CC(=CC(=C2C1)F)B1OC(C(O1)(C)C)(C)C)=O)=O